C[Si](C1=CC(=NO1)C1CN(C1)C(=O)OC(C)(C)C)(C)C tert-butyl 3-(5-(trimethylsilyl)isoxazol-3-yl)azetidine-1-carboxylate